ClC=1C=NC(=C(C(=O)NC2CCC(CC2)CN2C(N(C3=C2C=CC=C3)C=3C=C2C=CN=CC2=CC3)=O)C1)C(F)F 5-chloro-2-(difluoromethyl)-N-((1r,4r)-4-((3-(isoquinolin-6-yl)-2-oxo-2,3-dihydro-1H-benzo[d]imidazol-1-yl)methyl)cyclohexyl)nicotinamide